6-(2-methoxyphenyl)-N-[(1R,3S)-3-{[2-(trifluoromethyl)quinolin-4-yl]amino}cyclohexyl]pyridine-3-carboxamide tert-butyl-(S)-2-((tert-butoxycarbonyl)amino)-3-(4-cyanophenyl)propanoate C(C)(C)(C)OC([C@H](CC1=CC=C(C=C1)C#N)NC(=O)OC(C)(C)C)=O.COC1=C(C=CC=C1)C1=CC=C(C=N1)C(=O)N[C@H]1C[C@H](CCC1)NC1=CC(=NC2=CC=CC=C12)C(F)(F)F